ClC1=C(C=CC=C1C1=C(C(=NC=C1)C1=CC=C2C(=CN(C2=C1)C)CNCC(C)(C)O)Cl)C1=CC=C(C(=N1)OC)CNC[C@@H]1CCC(N1)=O (S)-5-((((6-(2-chloro-3-(3-chloro-2-(3-(((2-hydroxy-2-methylpropyl)amino)methyl)-1-methyl-1H-indol-6-yl)pyridin-4-yl)phenyl)-2-methoxypyridin-3-yl)methyl)amino)methyl)pyrrolidin-2-one